COC(C1=C(C=C(C=C1Cl)Br)Cl)=O 4-bromo-2,6-dichloro-benzoic acid methyl ester